[C@H]1(CC=CCC1)C=O (S)-3-cyclohexene-1-carbaldehyde